imidazo[1,2-a]pyrazine-2-benzamide N=1C(=CN2C1C=NC=C2)C2=CC=CC=C2C(=O)N